3,5-dimethoxy-4-trideuteromethoxyphenethylamine COC=1C=C(CCN)C=C(C1OC([2H])([2H])[2H])OC